C(C)C=1C=CC=C2C=C(C=C(C12)C1=C(C=2N=C(N=C(C2C=N1)N1CC2CCC(C1)N2C(=O)OC(C)(C)C)SC)F)OCOC tert-butyl 3-(7-(8-ethyl-3-(methoxymethoxy)naphthalen-1-yl)-8-fluoro-2-(methylthio)pyrido[4,3-d]pyrimidin-4-yl)-3,8-diazabicyclo[3.2.1]octane-8-carboxylate